N1C(=NC2=C1C=CC=C2)C(N2C(C1=C(C(=CC=C1C2)C2=CC(=C(C=C2)C2CCN(CC2)C)F)F)=O)C2=C(C=CC(=C2)F)O 2-[1H-benzimidazol-2-yl-(5-fluoro-2-hydroxy-phenyl)methyl]-7-fluoro-6-[3-fluoro-4-(1-methyl-4-piperidyl)phenyl]isoindolin-1-one